(3R)-N-{1-[2-cyano-4-(trifluoromethyl)phenyl]-4-{2'-ethoxy-[2,3'-bipyridin]-5-yl}piperidin-4-yl}-3-(methylamino)pyrrolidine-1-carboxamide C(#N)C1=C(C=CC(=C1)C(F)(F)F)N1CCC(CC1)(C=1C=CC(=NC1)C=1C(=NC=CC1)OCC)NC(=O)N1C[C@@H](CC1)NC